CC(C(C)NCCCCCCCCCN)CC N-(3-methylpentane-2-yl)nonane-1,9-diamine